tert-butyl ((1R,2S)-2-methoxycyclopentyl)(methyl)carbamate CO[C@@H]1[C@@H](CCC1)N(C(OC(C)(C)C)=O)C